C(#N)C1=CC(=C(C=N1)NC1=CC(=C2C(=N1)N(C=N2)C)NC2=CC=C(C=N2)C(=O)N(C)C)C 6-[[5-[(6-cyano-4-methyl-3-pyridyl)amino]-3-methyl-imidazo[4,5-b]pyridin-7-yl]amino]-N,N-dimethyl-pyridine-3-carboxamide